BrC1C(N(C1C1=CC=C(C=C1)Cl)C1C2(CC3CC(CC1C3)C2)C(=O)N)=O (3-bromo-4-(4-chlorophenyl)-2-azetidinon-1-yl)adamantanecarboxamide